(oxazole-4-carbonyl)piperidin O1C=NC(=C1)C(=O)N1CCCCC1